2-({3,5-dicyano-4-cyclopropyl-6-[3-(hydroxymethyl)piperazin-1-yl]Pyridin-2-yl}sulfanyl)-2-phenylacetamide C(#N)C=1C(=NC(=C(C1C1CC1)C#N)N1CC(NCC1)CO)SC(C(=O)N)C1=CC=CC=C1